COC(C1=C(C=C(C=C1)[N+](=O)[O-])C)=O methyl-4-nitrobenzoic acid methyl ester